(Z)-N'-(2-ethyl-4-hydroxy-phenyl)-4-[[(3S)-5-oxotetrahydrofuran-3-yl]amino]-6-phenyl-pyrrolo[1,2-b]pyridazine-3-carboxamidine C(C)C1=C(C=CC(=C1)O)\N=C(/N)\C1=C(C=2N(N=C1)C=C(C2)C2=CC=CC=C2)N[C@@H]2COC(C2)=O